octadecane-12,14-dione CCCCCCCCCCCC(CC(CCCC)=O)=O